N-(((2S,5S)-5-(4-Chlorobenzyl)-4-(4-(1,5-dimethyl-1H-pyrazol-3-yl)cyclohexyl)morpholin-2-yl)methyl)-1,5-dimethyl-1H-pyrazol-3-carboxamid ClC1=CC=C(C[C@H]2CO[C@H](CN2C2CCC(CC2)C2=NN(C(=C2)C)C)CNC(=O)C2=NN(C(=C2)C)C)C=C1